O=C1NC2=C(OC1)C=CC=C2C(=O)[O-] 3-oxo-3,4-dihydro-2H-benzo[b][1,4]oxazine-5-carboxylate